ethyl 3-cyclopropyl-4-(methoxymethoxy)quinoline-7-carboxylate C1(CC1)C=1C=NC2=CC(=CC=C2C1OCOC)C(=O)OCC